C(CC)(=O)N1CCC2=NC(=CC=C21)C2=CC=C(C(=O)NCC=1C=NC=CC1)C=C2 4-(1-propionyl-2,3-dihydro-1H-pyrrolo[3,2-b]pyridin-5-yl)-N-(pyridin-3-ylmethyl)benzamide